Hydroxy-Phenyl-Acetic Acid OC(C(=O)O)C1=CC=CC=C1